[Al].[Ni] Nickel-Aluminium